4-(5-(2-(3,4-dimethoxyphenyl)-3-isopropyl-1H-indol-5-yl)pyridin-2-yl)morpholine COC=1C=C(C=CC1OC)C=1NC2=CC=C(C=C2C1C(C)C)C=1C=CC(=NC1)N1CCOCC1